F[C@@H](OC1=CC=CC=C1)C (R)-alpha-fluorophenetol